OC1CCC(CC1)N1CCS(CC1)(=O)=O 4-((1s,4s)-4-hydroxycyclohexyl)thiomorpholine 1,1-dioxide